N2-(4-fluoro-1H-indazol-6-yl)-N4-methyl-5-(trifluoromethyl)pyrimidine-2,4-diamine FC1=C2C=NNC2=CC(=C1)NC1=NC=C(C(=N1)NC)C(F)(F)F